S1C(=CC=C1)C#CC1=NC=CC=C1 2-(thien-2-yl-ethynyl)pyridine